N1C=C(C=2C1=NC=CC2)\C=C/2\C(NC(S2)=S)=O (Z)-5-((1H-pyrrolo[2,3-b]pyridin-3-yl)methylene)-2-thioxothiazolidin-4-one